C1(CC1)[C@@H]1N(CC[C@H]1NC(C(C)(F)F)=O)C=1C=C2C=NN(C2=CC1)C1=CC=C(C=C1)F N-((2S,3R)-2-cyclopropyl-1-(1-(4-fluorophenyl)-1H-indazol-5-yl)pyrrolidin-3-yl)-2,2-difluoropropanamide